O=C1N([C@@H]2CC[C@H](N1C2)C(OCC=2C=NC=CC2)=N)OS(=O)(=O)O Pyridin-3-ylmethyl (2S,5R)-7-oxo-6-(sulfooxy)-1,6-diazabicyclo[3.2.1]octane-2-carbimidate